monomethylalcohol CO